ClC1=NN(C=N1)C1CC2(CN(C2)C=O)C1 [6-(3-chloro-1,2,4-triazol-1-yl)-2-azaspiro[3.3]heptan-2-yl]methanone